BrC=1C=CC(=C(CC2CNCC(C2=O)CC2=C(C=CC(=C2)Br)Cl)C1)Cl 3,5-bis(5-bromo-2-chlorobenzyl)-4-piperidone